N-TRIMETHYLSILYL-N-methyl-trifluoroacetamide C[Si](N(C(C(F)(F)F)=O)C)(C)C